N-(piperidin-3-yl)-5-(trifluoromethyl)pyrimidine-2-amine N1CC(CCC1)NC1=NC=C(C=N1)C(F)(F)F